(S)-3-(4-chloro-1-oxo-3-(1-((5-oxo-5,8-dihydropyrido[2,3-d]pyrimidin-4-yl)amino)ethyl)-2-phenyl-1,2-dihydroisoquinolin-8-yl)benzaldehyde ClC1=C(N(C(C2=C(C=CC=C12)C=1C=C(C=O)C=CC1)=O)C1=CC=CC=C1)[C@H](C)NC=1C2=C(N=CN1)NC=CC2=O